[4-(cyclopropanesulfonyl)benzenesulfonyl]-1',2'-dihydrospiro[cyclohexane-1,3'-indole] C1(CC1)S(=O)(=O)C1=CC=C(C=C1)S(=O)(=O)N1CC2(C3=CC=CC=C13)CCCCC2